3,5-dicarboxybenzeneboronic acid C(=O)(O)C=1C=C(C=C(C1)C(=O)O)B(O)O